FC1=C(C=CC(=C1[N+](=O)[O-])N1CCN(CC1)C)C1=CC=C(C=C1)NC(=O)C1CCN(CC1)C N-(2'-fluoro-4'-(4-methylpiperazin-1-yl)-3'-nitro[1,1'-biphenyl]-4-yl)-1-methylpiperidin-4-carboxamide